CC1=CNC2=NC=CC(=C21)OC2=CC=C(C=C2)CCN 2-(4-((3-methyl-1H-pyrrolo[2,3-b]pyridin-4-yl)oxy)phenyl)ethanamine